N1(N=CC=C1)CC1=C(C(=C(C(=O)O)C=C1)OC)OC 4-((1H-pyrazol-1-yl)methyl)-2,3-dimethoxybenzoic acid